tert-butyl (2s,5r)-4-(2-(2-(cyclopropanecarbonyl) hydrazino)-1-(4-fluorophenyl)-2-oxoethyl)-2,5-dimethylpiperazine-1-carboxylate C1(CC1)C(=O)NNC(C(C1=CC=C(C=C1)F)N1C[C@@H](N(C[C@H]1C)C(=O)OC(C)(C)C)C)=O